Methyl 2-(2-aminopyridin-3-yl)-3-(4-(((tert-butyldimethylsilyl)oxy)methyl)phenyl)-3H-imidazo[4,5-b]pyridine-5-carboxylate NC1=NC=CC=C1C1=NC=2C(=NC(=CC2)C(=O)OC)N1C1=CC=C(C=C1)CO[Si](C)(C)C(C)(C)C